7-bromo-4-(4-(ethoxymethyl)-2,6-dimethoxyphenyl)-1-methyl-1H-indazole BrC=1C=CC(=C2C=NN(C12)C)C1=C(C=C(C=C1OC)COCC)OC